4-((3'-(3-(2-oxa-8-azaspiro[4.5]decan-8-yl)propoxy)-2,2'-dimethyl-[1,1'-biphenyl]-3-yl)methoxy)-5-chloro-2-hydroxybenzene C1OCCC12CCN(CC2)CCCOC=2C(=C(C=CC2)C2=C(C(=CC=C2)COC2=CC(=CC=C2Cl)O)C)C